C1CC12CN(C2)C2=CC=C(C(=N2)C)CO (6-{5-Azaspiro[2.3]hex-5-yl}-2-methylpyridin-3-yl)methanol